4-amino-3,3-dimethylbutyldimethoxysilane NCC(CC[SiH](OC)OC)(C)C